ClC1=NN(C=C1N(C(CCS(=O)CCC(F)(F)F)=O)CC)C=1C=NC=CC1 (-)-N-[3-chloro-1-(3-pyridyl)-1H-pyrazol-4-yl]-N-ethyl-3-[(3,3,3-trifluoropropyl)sulfinyl]Propionamide